tert-butyl 4'-((R)-1-(2-fluoro-3-(trifluoromethyl) phenyl) ethylamino)-2'-methyl-5',6'-dihydrospiro[pyrrolidine-3,7'-pyrrolo[3,4-d]pyrimidine]-1-carboxylate FC1=C(C=CC=C1C(F)(F)F)[C@@H](C)NC=1C2=C(N=C(N1)C)C1(NC2)CN(CC1)C(=O)OC(C)(C)C